bis(1-ethyl-2,2,6,6-tetramethyl-4-piperidyl) succinate C(CCC(=O)OC1CC(N(C(C1)(C)C)CC)(C)C)(=O)OC1CC(N(C(C1)(C)C)CC)(C)C